N-Ethyl-Ethylenediamine C(C)NCCN